1-(2-fluoro-4-hydroxyphenyl)ethan-1-one FC1=C(C=CC(=C1)O)C(C)=O